ClC1=NC(=C2N=CN(C2=N1)[C@@H]1O[C@@H]([C@H]([C@H]1O)O)CO)N1CCC2(CC1)C=C1C=CC=CC1=C2 (2R,3R,3R,4S,4S,5R)-2-(2-chloro-6-spiro[indene-2,4'-piperidine]-1'-yl-purin-9-yl)-5-(hydroxymethyl)tetrahydrofuran-3,4-diol